C[C@@H]1N(C2=CC=CC=C2[C@@H](C1)NC1=CC=C(C=C1)C(C#CCC1CCC(CC1)C(=O)N)=O)C(CC)=O 4-((4-(((2S,4R)-2-methyl-1-propionyl-1,2,3,4-tetrahydroquinolin-4-yl)amino)phenyl)-4-oxobut-2-yn-1-yl)cyclohexane-1-carboxamide